FC1=C(C=C(C=C1)F)[C@@H]1N(C[C@@H](C1)F)C1=NC=2N(C=C1)N=CC2NC(=O)N[C@H]2[C@@H](C2)O 1-(5-((2R,4R)-2-(2,5-difluorophenyl)-4-fluoropyrrolidin-1-yl)pyrazolo[1,5-a]pyrimidin-3-yl)-3-((1R,2R)-2-hydroxycyclopropyl)urea